(3-bromo-2-methylphenyl)Azolo[5,4-b]pyridine-6-carbaldehyde BrC=1C(=C(C=CC1)C=1N=C2NC(=CC=C2C1)C=O)C